N-(2-Fluoro-6-(trifluoromethyl)benzyl)-2-(1H-imidazol-1-yl)thieno[3,2-d]pyrimidine-4-carboxamide FC1=C(CNC(=O)C=2C3=C(N=C(N2)N2C=NC=C2)C=CS3)C(=CC=C1)C(F)(F)F